tert-butyl 4-(5-amino-7-bromo-4-oxoquinazolin-3-yl)piperidine-1-carboxylate NC1=C2C(N(C=NC2=CC(=C1)Br)C1CCN(CC1)C(=O)OC(C)(C)C)=O